C(CC(C)C)C(=O)O.C(CC(C)C)C(=O)O.C(CCCC)C(=O)O.C(=O)OCC(C)C isobutyl formate (amyl formate) isoamyl-formate (isoamyl-formate)